tetrahydroimidazo[1,5-a]quinoxaline C1NCC2N1C1=CC=CC=C1N=C2